3-[(benzyloxy)carbonyl]cyclobutane-1-carboxylic acid C(C1=CC=CC=C1)OC(=O)C1CC(C1)C(=O)O